[NH4+].[N+](=O)([O-])C=1C=NNC1 4-nitro-pyrazole ammonium salt